2-oxo-2H-[1,2'-bipyridine]-3-carboxamide O=C1N(C=CC=C1C(=O)N)C1=NC=CC=C1